FC=1C=C2C(=NC1)NC=C2C2=NN1C(C(=N2)N[C@@H]2[C@H](C3CCC2CC3)C(=O)O)=CC(=C1)NC(C)=O (1R,2S,3S,4R)-3-((2-(5-fluoro-1H-pyrrolo[2,3-b]pyridin-3-yl)-6-(acetamido)pyrrolo[2,1-f][1,2,4]triazin-4-yl)amino)bicyclo[2.2.2]octane-2-carboxylic acid